(E)-1-((4-tert-butylphenyl)azo)naphthalene-2-ol C(C)(C)(C)C1=CC=C(C=C1)\N=N\C1=C(C=CC2=CC=CC=C12)O